FC=1C=C(C(=O)NCC=2C=NN3N=CC=CC32)C=C(C1OC)F 3,5-difluoro-4-methoxy-N-(pyrazolo[1,5-b]pyridazin-3-ylmethyl)benzamide